N-((1S,2S)-1-amino-2,3-dihydro-1H-inden-2-yl)-4-(7H-pyrrolo[2,3-d]pyrimidin-4-yl)-3,4-dihydro-2H-1,4-thiazine-6-carboxamide hydrochloride Cl.N[C@@H]1[C@H](CC2=CC=CC=C12)NC(=O)C1=CN(CCS1)C=1C2=C(N=CN1)NC=C2